C(C)(C)(C)OC(=O)N1CC2(COC3=CC=C(C=C3C2)Br)C1 6'-bromospiro[azetidine-3,3'-chromene]-1-carboxylic acid tert-butyl ester